3-(4-methoxybenzyl)methyl-3-methyloxetane COC1=CC=C(CCC2(COC2)C)C=C1